2-chloro-4-morpholino-6-(pyrimidin-4-yl)furo[3,2-d]pyrimidine ClC=1N=C(C2=C(N1)C=C(O2)C2=NC=NC=C2)N2CCOCC2